2-pyridylmethylhydrazine N1=C(C=CC=C1)CNN